1-hydroxy-N-(4-(trifluoromethyl)phenyl)-1,3-dihydrobenzo[c][1,2]oxaborole-5-carboxamide OB1OCC2=C1C=CC(=C2)C(=O)NC2=CC=C(C=C2)C(F)(F)F